6-((1H-indazol-4-yl)methyl)-4-methyl-2-((2-oxo-2,3-dihydro-1H-benzo[d]imidazol-4-yl)methyl)-4H-thiazolo[5',4':4,5]pyrrolo[2,3-d]pyridazin-5(6H)-one N1N=CC2=C(C=CC=C12)CN1N=CC2=C(C1=O)N(C1=C2SC(=N1)CC1=CC=CC=2NC(NC21)=O)C